4-((triisopropylsilyl)ethynyl)-1H-pyrrolo[2,3-b]pyridine C(C)(C)[Si](C(C)C)(C(C)C)C#CC1=C2C(=NC=C1)NC=C2